C(CCCCCCCCCCC)OC(=O)C=1N=CN2C1N=NN(C2=O)C Dodecyl-3-methyl-4-oxo-3,4-dihydroimidazo[5,1-d][1,2,3,5]Tetrazine-8-carboxylate